isopropyl-5-(2-(5-morpholinopyridin-2-yl)amino-5-fluoropyrimidin-4-yl)-pyridin-2(1H)-one C(C)(C)N1C(C=CC(=C1)C1=NC(=NC=C1F)NC1=NC=C(C=C1)N1CCOCC1)=O